(S)-3-(1-(4-Amino-3-(5-hydroxypyridin-3-yl)-1H-pyrazolo[3,4-d]pyrimidin-1-yl)ethyl)-4-(3-((dimethylamino)methyl)phenyl)-1H-isochromen-1-on Hydrochlorid Cl.NC1=C2C(=NC=N1)N(N=C2C=2C=NC=C(C2)O)[C@@H](C)C=2OC(C1=CC=CC=C1C2C2=CC(=CC=C2)CN(C)C)=O